BrC=1C(=NC(=NC1)NC1=CC(=CC=C1OC)C=1C=NN(C1)CC)NC=1C(=C2N=CC=NC2=CC1)P(=O)(OC)OC 4-((5-bromo-4-((5-(Dimethylphosphono)quinoxalin-6-yl)amino)pyrimidin-2-yl)amino)-2-(1-ethyl-1H-pyrazol-4-yl)-5-methoxybenzene